CN1CC=C(C=C1)OC1=CC=C(C=C1)NC(=O)NC1=CC(=CC=C1)OCC1=C(C=CC=C1)C(F)(F)F N-methyl-4-(4-(3-(3-((2-(trifluoromethyl)benzyl)oxy)phenyl)ureido)phenoxy)pyridine